N-(cyclohex-1-en-1-ylmethyl)-N-phenyl-4-(trifluoromethyl)benzenesulfonamide C1(=CCCCC1)CN(S(=O)(=O)C1=CC=C(C=C1)C(F)(F)F)C1=CC=CC=C1